di-tert-butyl (4-methylbenzyl)phosphonate CC1=CC=C(CP(OC(C)(C)C)(OC(C)(C)C)=O)C=C1